1,9-Bis[2-(3,4-epoxycyclohexyl)ethyl]-1,1,3,3,5,5,7,7,9,9-decamethylpentasiloxane C1(CC2C(CC1)O2)CC[Si](O[Si](O[Si](O[Si](O[Si](C)(C)CCC2CC1C(CC2)O1)(C)C)(C)C)(C)C)(C)C